2,2-bis(4-hydroxyphenyl)-4-methylpentane OC1=CC=C(C=C1)C(C)(CC(C)C)C1=CC=C(C=C1)O